C(C1=CC=CC=C1)OC=1C=C2CCC(C(C2=C(C1)Br)=O)F 6-(benzyloxy)-8-bromo-2-fluoro-3,4-dihydronaphthalen-1(2H)-one